4-(3,5-dimethylpiperidin-4-yl)-2-(2,6-dioxopiperidin-3-yl)-5,6,7-trifluoroisoindoline-1,3-dione CC1CNCC(C1C1=C2C(N(C(C2=C(C(=C1F)F)F)=O)C1C(NC(CC1)=O)=O)=O)C